N-(4-bromo-2,5-difluorophenyl)-5-(furan-3-yl)-1H-pyrrole-3-sulfonamide BrC1=CC(=C(C=C1F)NS(=O)(=O)C1=CNC(=C1)C1=COC=C1)F